(±)-Benzyl ((2RS,3RS,4SR)-2-ethyl-3-methyl-1,2,3,4-tetrahydroquinolin-4-yl)carbamate C(C)[C@H]1NC2=CC=CC=C2[C@H]([C@@H]1C)NC(OCC1=CC=CC=C1)=O |r|